ClC1=CN=CC=2[C@H]3N(C[C@@H](OC21)C3)C(=O)C32CCC(CC3)(C2)C(F)(F)F [(2S,5S)-9-chloro-2,3-dihydro-2,5-methanopyrido[3,4-f][1,4]oxazepin-4(5H)-yl][4-(trifluoromethyl)bicyclo[2.2.1]heptan-1-yl]methanone